CC(=O)OC[C@@H]1[C@H]([C@H]([C@@H](O1)OC(=O)C)OC(=O)C)OC(=O)C 1,2,3,5-Tetra-O-acetyl-β-D-ribofuranose